COC=1C=C2C(=NC=NC2=CC1OC)SCCCCNS(=O)(=O)NC(OC(C)(C)C)=O tert-butyl (N-(4-((6,7-dimethoxyquinazolin-4-yl)thio)butyl)sulfamoyl)carbamate